CO[C@@H]1CCC([C@@H](C1)C1=CC=C(C(=O)OC)C=C1)=O |r| racemic-methyl 4-((1S*,5R*)-5-methoxy-2-oxocyclohexyl)benzoate